Cl.C(#N)C1=CC(=C(CNC(=O)C2CCNCC2)C=C1)OC(F)(F)F N-(4-cyano-2-(trifluoromethoxy)benzyl)piperidine-4-carboxamide hydrochloride